cobalt-cerium-iron [Fe].[Ce].[Co]